4-(6-hydrazinyl-9-(pyrimidin-2-yl)-9H-purin-2-yl)morpholine N(N)C1=C2N=CN(C2=NC(=N1)N1CCOCC1)C1=NC=CC=N1